5,5'-[1-methyl-1,1-ethanediylbis(1,4-phenylene)dioxy]bis(isobenzofuran-1,3-dione) CC(C)(C1=CC=C(C=C1)OC=1C=C2C(OC(C2=CC1)=O)=O)C1=CC=C(C=C1)OC=1C=C2C(OC(C2=CC1)=O)=O